N-(3,4-dichloro-10-(1H-pyrazol-4-yl)-6,7,8,9-tetrahydropyrido[1,2-a]indol-9-yl)acetamide ClC1=CC=C2C(=C3N(C2=C1Cl)CCCC3NC(C)=O)C=3C=NNC3